4-chloro-1,3-dihydroinden-2-one ClC1=C2CC(CC2=CC=C1)=O